FC1(CC(C1)NC=1N=CC2=C(N1)NC=C2C=2C=C(C=1N(C2)C=C(N1)C)F)F N-(3,3-difluorocyclobutyl)-5-(8-fluoro-2-methylimidazo[1,2-a]pyridin-6-yl)-7H-pyrrolo[2,3-d]pyrimidin-2-amine